C1(CCCCC1)[C@@H]1C[C@H](N(C1)C(=O)C=1NC2=CC=CC(=C2C1)OC)C(=O)N[C@H](C(=O)OC)C[C@H]1C(NCC1)=O Methyl (2S)-2-[[(2S,4S)-4-cyclohexyl-1-(4-methoxy-1H-indole-2-carbonyl)pyrrolidine-2-carbonyl]amino]-3-[(3S)-2-oxopyrrolidin-3-yl]propanoate